(R)-1-(5-(difluoromethyl)pyridin-2-yl)ethan-1-amine hydrochloride Cl.FC(C=1C=CC(=NC1)[C@@H](C)N)F